C(=CC1=CC=CC=C1)C1=C(C(=CC(=C1)C=CC1=CC=CC=C1)C=CC1=CC=CC=C1)OC1=C(C=C(C=C1C=CC1=CC=CC=C1)C=CC1=CC=CC=C1)C=CC1=CC=CC=C1 2,4,6-tristyrylphenyl ether